6-(2-chlorophenyl)-3-(isoquinolin-4-yl)-1-(2-methyl-2H-indazol-6-yl)thieno[3,2-d]pyrimidine-2,4(1H,3H)-dione ClC1=C(C=CC=C1)C1=CC=2N(C(N(C(C2S1)=O)C1=CN=CC2=CC=CC=C12)=O)C=1C=CC2=CN(N=C2C1)C